trans-ethyl 2-[6-[[1-[(4-chloro-1H-indol-2-yl)methyl]-3,7-dimethyl-2,6-dioxo-purin-8-yl]amino]-2-pyridyl]cyclopropanecarboxylate ClC1=C2C=C(NC2=CC=C1)CN1C(N(C=2N=C(N(C2C1=O)C)NC1=CC=CC(=N1)[C@H]1[C@@H](C1)C(=O)OCC)C)=O